C(=O)(OC(C)(C)C)N1CCC(CC1)B(O)O 1-BOC-PIPERIDINE-4-BORONIC ACID